dibenzyl-2,2'-biphenol bisphosphite P(O)(O)OC=1C(=C(C(=CC1)CC1=CC=CC=C1)CC1=CC=CC=C1)C=1C(=CC=CC1)OP(O)O